2-bromo-5,7-dichloropyrazolo[1,5-a]pyrimidine-3-carboxylic acid ethyl ester C(C)OC(=O)C=1C(=NN2C1N=C(C=C2Cl)Cl)Br